C(CCC)NC(C(C)N1CCC(CC1)C=O)=O N-BUTYL-2-(4-FORMYLPIPERIDIN-1-YL)PROPANAMIDE